(S)-2-amino-3-(4'-(methylsulfonyl)-[1,1'-biphenyl]-4-yl)propanoic acid N[C@H](C(=O)O)CC1=CC=C(C=C1)C1=CC=C(C=C1)S(=O)(=O)C